tert-Butyl (4-((2-((8-carbamoylbenzo[c][2,6]naphthyridin-5-yl)(methyl)amino)ethyl)amino)-4-oxobutyl)((2-chloro-[1,1'-biphenyl]-4-yl)methyl)carbamate C(N)(=O)C=1C=CC2=C(N=C(C3=CC=NC=C23)N(CCNC(CCCN(C(OC(C)(C)C)=O)CC2=CC(=C(C=C2)C2=CC=CC=C2)Cl)=O)C)C1